3-[4-(tetrahydro-furan-3-yl)-piperazin-1-yl]-aniline O1CC(CC1)N1CCN(CC1)C=1C=C(N)C=CC1